C(C)C1=C(C=CC=C1)O 2-ethyl-phenol